7-(4-fluorobenzoyl)-5-hydroxy-5-phenyl-2,3-dihydro-1H-pyrrolo[1,2-a]imidazole FC1=CC=C(C(=O)C=2CC(N3C2NCC3)(C3=CC=CC=C3)O)C=C1